N-Cyclopropyl-2-[(5,6-diphenyl-1,2,4-triazin-3-yl)sulfanyl]propanamide C1(CC1)NC(C(C)SC=1N=NC(=C(N1)C1=CC=CC=C1)C1=CC=CC=C1)=O